CC1=C(C=C(C(=O)NCC=2C=NC=CC2)C=C1)NS(=O)(=O)C1=CC=C(C=C1)C(F)(F)F 4-methyl-N-(pyridin-3-ylmethyl)-3-((4-(trifluoromethyl)phenyl)sulfonamido)benzamide